N[C@H](C(=O)O)CC1=CC=CC=C1 (2S)-2-amino-3-phenylpropionic acid